(R)-2-(((9Z,12Z)-octadeca-9,12-dienoyl)oxy)-3-(stearoyloxy)propyl (2-(trimethylammonio)ethyl) phosphate P(=O)(OC[C@@H](COC(CCCCCCCCCCCCCCCCC)=O)OC(CCCCCCC\C=C/C\C=C/CCCCC)=O)(OCC[N+](C)(C)C)[O-]